C1(CCCCC1)C1CN(CCO1)C(=O)[C@H]1N(CC2=CC=CC=C2C1)C([C@H](C(C)(C)C)NC(=O)C1=CC2=C(S1)C=CC(=C2)C(F)(F)P(O)(O)=O)=O ((2-(((2S)-1-((3S)-3-(2-cyclohexylmorpholine-4-carbonyl)-3,4-dihydroisoquinolin-2(1H)-yl)-3,3-dimethyl-1-oxobutan-2-yl)carbamoyl)benzo[b]thiophen-5-yl)difluoromethyl)phosphonic acid